C(C)(C)C1=CC(=C(C=C1)C1=C(C(=CC=C1)C)C=COC)OC 4'-Isopropyl-2'-methoxy-2-(2-methoxyvinyl)-3-methyl-1,1'-biphenyl